O1C(=NN=C1)C1C(C1)C#CC=1C(N(C(=NC1)N1CCC2(CC1)[C@@H](C1=CC=CC=C1C2)N)C)=O 5-((2-(1,3,4-oxadiazol-2-yl)cyclopropyl)ethynyl)-2-((S)-1-amino-1,3-dihydrospiro[indene-2,4'-piperidin]-1'-yl)-3-methylpyrimidin-4(3H)-one